7-[2-(3-azabicyclo[3.1.0]hexane-1-yl)ethynyl]-N-(3-chloro-2-fluoro-phenyl)-6-nitro-quinazolin-4-amine C12(CNCC2C1)C#CC1=C(C=C2C(=NC=NC2=C1)NC1=C(C(=CC=C1)Cl)F)[N+](=O)[O-]